(3r,3as,6r,6ar)-3a-(benzyloxy)-2-methoxyhexahydro-2H-cyclopenta[b]furan-3,6-diol C(C1=CC=CC=C1)O[C@]12[C@H](OC([C@@H]1O)OC)[C@@H](CC2)O